C(C)(C)(C)OC(=O)N(C1C(C1)C1=CC=C(C=C1)OCC1=CC=C(C=C1)F)CC1CCN(CC1)CCCC1=CC=C(C(=O)OCC)C=C1 Ethyl 4-(3-(4-(((tert-butoxycarbonyl)(2-(4-((4-fluorobenzyl)oxy)phenyl)cyclopropyl)amino)methyl)piperidin-1-yl)propyl)benzoate